BrC=1SC(=C(N1)C)C(=O)N[C@H](C(=O)NC=1C(N(C=CC1)CC(=O)NC1C2CC3CC(CC1C3)C2)=O)CCC(C(=O)NC)=O (S)-(2-Bromo-4-methylthiazol-5-carboxamido)-N1-(1-(2-(2-adamantylamino)-2-oxoethyl)-2-oxo-1,2-dihydropyridin-3-yl)-N6-methyl-5-oxohexandiamid